C(C)C=1C=NC=CC1C 3-Ethyl-4-methylpyridine